CC1=NCCC2=CC=C(C=C12)CCC=O 1-methyl-7-(3-oxopropyl)-3,4-dihydroisoquinoline